FC1=CC=C2CCC(C2=C1)=O 6-fluoro-1-indanone